1-[3-(2-Methylpropyl)-1H-pyrazol-5-yl]methylamine hydrochloride Cl.CC(CC1=NNC(=C1)CN)C